1-((2-(2-hydroxyethoxy)pyrimidin-4-yl)methyl)-4-(1-(4-(trifluoromethyl)phenyl)-1H-indazol-3-yl)pyridin-2(1H)-one OCCOC1=NC=CC(=N1)CN1C(C=C(C=C1)C1=NN(C2=CC=CC=C12)C1=CC=C(C=C1)C(F)(F)F)=O